3-((4,4-bis(((Z)-oct-5-en-1-yl)oxy)butanoyl)oxy)-2-(((((1-ethylpiperidin-3-yl)methoxy)carbonyl)oxy)methyl)propyl ((Z)-non-3-en-1-yl) adipate C(CCCCC(=O)OCC\C=C/CCCCC)(=O)OCC(COC(CCC(OCCCC\C=C/CC)OCCCC\C=C/CC)=O)COC(=O)OCC1CN(CCC1)CC